FC1(CN(CCO1)C(=O)C1=CC2=C(C(N(CCO2)C[C@@H](CN2CC3=CC=CC=C3CC2)O)=O)C=C1)F 8-(2,2-difluoromorpholin-4-carbonyl)-4-[(2R)-3-(3,4-dihydro-1H-isoquinolin-2-yl)-2-hydroxy-propyl]-2,3-dihydro-1,4-benzoxazepin-5-one